tert-butyl (E)-2-(3-ethoxy-3-oxoprop-1-en-1-yl)-7-azaspiro[3.5]nonane-7-carboxylate C(C)OC(/C=C/C1CC2(C1)CCN(CC2)C(=O)OC(C)(C)C)=O